[Pb+2].[N-]=[N+]=[N-].[N-]=[N+]=[N-] azide lead salt